NC1=CC=C2C(=CC(=NC2=C1)[C@@H]1[C@H](C1)C1=NC=CC(=N1)C)C(C)(C)O |r| rac-2-(7-amino-2-((1S*,2S*)-2-(4-methylpyrimidin-2-yl)cyclopropyl)quinolin-4-yl)propan-2-ol